OC[C@](C)(O)C1=CC(=C(S1)S(=O)(=O)N)F (S)-5-(1,2-dihydroxypropan-2-yl)-3-fluorothiophene-2-sulfonamide